ClC1=CN=C(C2=CC=C(C=C12)NCC1=CC(=NC=C1)NCC1CCN(CC1)C)NC(OC)=O Methyl N-[4-chloro-6-[[2-[(1-methyl-4-piperidyl)methylamino]-4-pyridyl]methylamino]-1-isoquinolyl]carbamate